C(C1=CC=CC=C1)OC=1C=C(C=CC1)Cl 3-benzyloxychlorobenzene